ClC1=NC=2CCN(CC2C=C1)C(=O)C=1N=C(C2=C(N1)OC(=C2)C)NC2(CC2)C (2-chloro-5,6,7,8-tetrahydro-1,6-naphthyridine-6-carbonyl)-6-methyl-N-(1-methylcyclopropyl)furo[2,3-d]pyrimidin-4-amine